COC(=O)C1C(N(N=C(C1)C1=CC=C(C=C1)C)C1=CC(=CC(=C1)F)F)=O 2-(3,5-difluorophenyl)-6-(4-methylphenyl)-3-oxo-2,3,4,5-tetrahydropyridazine-4-carboxylic acid methyl ester